((2r,4S,5r)-4-amino-5-fluorotetrahydro-2H-pyran-2-yl)((S)-1-(4-fluorophenyl)-3,4-dihydroisoquinolin-2(1H)-yl)methanone N[C@H]1C[C@@H](OC[C@@H]1F)C(=O)N1[C@H](C2=CC=CC=C2CC1)C1=CC=C(C=C1)F